(2R)-1,1-difluoro-2-[5-(pyridin-2-yl)-1,2,4-oxadiazol-3-yl]-6-azaspiro[2.5]octane-6-sulfonamide FC1([C@H](C12CCN(CC2)S(=O)(=O)N)C2=NOC(=N2)C2=NC=CC=C2)F